ClC1=C(C(=CC(=C1)C#N)F)NC=1N(C2=NC(=NC=C2N1)N[C@H]1C[C@@H](CCC1)O)C1CCC(CC1)C(=O)N (1S,4s)-4-(8-(2-chloro-4-cyano-6-fluorophenylamino)-2-((1R,3R)-3-hydroxycyclohexylamino)-9H-purin-9-yl)cyclohexanecarboxamide